SNC(CCC(=O)O)=O succinic acid, sulfanylamide